7-cyclopropyl-3,4-dihydro-1H-quinoxalin-2-one C1(CC1)C1=CC=C2NCC(NC2=C1)=O